C1(CC1)NC(C1=CC(=C(C=C1)C)C=1C=NC(=C(C1)C=1C=NNC1C)NC(CO)(C)C)=O N-cyclopropyl-3-(6-((1-hydroxy-2-methylpropan-2-yl)amino)-5-(5-methyl-1H-pyrazol-4-yl)pyridin-3-yl)-4-methylbenzamide